5-chloro-naphthalene-1-sulfinic acid ClC1=C2C=CC=C(C2=CC=C1)S(=O)O